1-(5-chloro-1-(1-(5-fluoropyrimidin-2-yl)-1H-pyrazol-4-yl)-1H-indazol-6-yl)-4-methylpiperidin-4-ol ClC=1C=C2C=NN(C2=CC1N1CCC(CC1)(O)C)C=1C=NN(C1)C1=NC=C(C=N1)F